FC=1C=2CCCC2C(=C2CCCC12)NC(N[S@](=O)(C=1OC(=C(C1)CNC(C)C)C)=N)=O 3-(8-fluoro-1,2,3,5,6,7-hexahydro-s-indacen-4-yl)-1-[(S)-imino([4-[(isopropylamino)methyl]-5-methylfuran-2-yl])oxo-lambda6-sulfanyl]urea